methyl 3-methoxy-3-oxopropanoate COC(CC(=O)OC)=O